3-(3-fluorophenyl)piperazine-1-carboxylic acid tert-butyl ester C(C)(C)(C)OC(=O)N1CC(NCC1)C1=CC(=CC=C1)F